NC1=C(C=NN1)C(=O)NC1=C(C=CC=C1)F 5-amino-N-(2-fluorophenyl)-1H-pyrazole-4-carboxamide